tetrabutylammonium phosphate salt P(=O)([O-])([O-])[O-].C(CCC)[N+](CCCC)(CCCC)CCCC.C(CCC)[N+](CCCC)(CCCC)CCCC.C(CCC)[N+](CCCC)(CCCC)CCCC